4-(cyanomethyl)-N-(5-(cyclopropylethynyl)-1,3,4-thIadiazol-2-yl)-2-(2-(difluoromethyl)-5-methoxypyridin-4-yl)benzamide C(#N)CC1=CC(=C(C(=O)NC=2SC(=NN2)C#CC2CC2)C=C1)C1=CC(=NC=C1OC)C(F)F